3-(1H-indol-2-yl)-N,N-dimethyl-4-(thiophen-2-yl)benzenesulfonamide N1C(=CC2=CC=CC=C12)C=1C=C(C=CC1C=1SC=CC1)S(=O)(=O)N(C)C